FC(C(=O)O)(S(=O)(=O)O)F 2,2-difluoro-2-sulfoacetic acid